COCCN1N=CC(=C1)NC=1C=2N(C=CN1)C(=CN2)C#C[Si](C)(C)C N-(1-(2-methoxyethyl)-1H-pyrazol-4-yl)-3-((trimethylsilyl)ethynyl)imidazo[1,2-a]Pyrazin-8-amine